(4-methylphenyl)benzeneamine CC1=CC=C(C=C1)C1=C(C=CC=C1)N